N-methyl-N'-nitro-N'-nitrosoguanidine CNC(=N)N(N=O)[N+](=O)[O-]